N-hydroxy-2-(4-methylpiperazin-1-yl)-N-(4-((4-phenoxyphenyl)amino)benzyl)acetamide ON(C(CN1CCN(CC1)C)=O)CC1=CC=C(C=C1)NC1=CC=C(C=C1)OC1=CC=CC=C1